C(#N)NC1=C(C=CC=C1)N cyano-phenylenediamine